(4aR,8aS)-6-(3-(2-Fluoro-4-(trifluoromethyl)phenyl)azetidine-1-carbonyl)hexahydro-2H-pyrido[4,3-b][1,4]oxazin-3(4H)-one FC1=C(C=CC(=C1)C(F)(F)F)C1CN(C1)C(=O)N1C[C@@H]2[C@@H](OCC(N2)=O)CC1